C(C)(C)(C)[S@](=O)\N=C(\C)/C=1C(=C(C=CC1)C(CC1CN(C1)C(=O)OC(C)(C)C)(F)F)F tert-butyl (S,Z)-3-(2-(3-(1-((tert-butylsulfinyl)imino)ethyl)-2-fluorophenyl)-2,2-difluoroethyl)azetidine-1-carboxylate